BrC1=CC=C(C=C1)NC(CC=C)C1=C(OC2CCN(CC2)C(=O)OC(C)(C)C)C=CC=C1 tert-butyl 4-(2-(1-((4-bromophenyl)amino)but-3-en-1-yl)phenoxy)piperidine-1-carboxylate